C1(CC1)C(=O)C(C(C(=O)OC(C)(C)C)CC)C(=O)OCC 1-(Tert-butyl) 4-ethyl 3-(cyclopropylcarbonyl)-2-ethylsuccinate